(3-chloro-2-(2-methyl-3-nitrophenyl)pyridin-4-yl)-1-methyl-5-(oxetan-3-yl)-4,5,6,7-tetrahydro-1H-imidazo[4,5-c]pyridine-2-carboxamide ClC=1C(=NC=CC1C1N(CCC2=C1N=C(N2C)C(=O)N)C2COC2)C2=C(C(=CC=C2)[N+](=O)[O-])C